(R)-4-chloro-2-(3-((4-methyl-4H-1,2,4-triazol-3-yl)(oxetan-3-yl)methyl)phenyl)-6-(((1-methylcyclobutyl)amino)methyl)-isoindolin-1-one ClC1=C2CN(C(C2=CC(=C1)CNC1(CCC1)C)=O)C1=CC(=CC=C1)[C@@H](C1COC1)C1=NN=CN1C